OCC(CO)(CO)C 2-(hydroxymethyl)-2-methylpropane-1,3-diol